3-((1-((2R,4r,6S)-2,6-dimethyltetrahydro-2H-pyran-4-yl)-5-methyl-4-nitro-1H-pyrazol-3-yl)oxy)propan-1-ol C[C@H]1O[C@H](CC(C1)N1N=C(C(=C1C)[N+](=O)[O-])OCCCO)C